COC(C(CCCNC(=O)OCC1C2=CC=CC=C2C=2C=CC=CC12)N)=O.CC1=NC(=CN=C1)C 2,6-Dimethyl-Pyrazine methyl-2-amino-5-({[(9H-fluoren-9-yl)methoxy]carbonyl}amino)pentanoate